N[C@H]1C2N(CC1CC2)C(=O)C=2C=CC=1N(C2)N=C(C1C)C=1N(C2=CC(=CC=C2C1)C1=CC=C(C=C1)N1C(NCC1)=O)CC1CC1 1-[4-(2-{6-[(7R)-7-Amino-2-azabicyclo[2.2.1]heptane-2-carbonyl]-3-methylpyrazolo[1,5-a]pyridin-2-yl}-1-(cyclopropylmethyl)-1H-indol-6-yl)phenyl]imidazolidin-2-one